dicyanobenzene C(#N)C1=C(C=CC=C1)C#N